benzyl 4-((4-((tert-butyldiphenylsilyl)oxy)-2-hydroxy-3,6-dimethylbenzoyl)oxy)-2,3,5,6-tetramethylbenzoate [Si](C1=CC=CC=C1)(C1=CC=CC=C1)(C(C)(C)C)OC1=C(C(=C(C(=O)OC2=C(C(=C(C(=O)OCC3=CC=CC=C3)C(=C2C)C)C)C)C(=C1)C)O)C